FC1([C@H](CN(C[C@H]1C)C1=NC(=C(C=C1C#N)F)NC1=CC2=C(N(C(N2CCC(C)(C)O)=O)C)C=C1)O)F 2-[(3S,5R)-4,4-difluoro-3-hydroxy-5-methyl-1-piperidyl]-5-fluoro-6-[[3-(3-hydroxy-3-methyl-butyl)-1-methyl-2-oxo-benzimidazol-5-yl]amino]pyridine-3-carbonitrile